4-(6-((4-cyano-2-fluorobenzyl)oxy)pyridin-2-yl)piperidin C(#N)C1=CC(=C(COC2=CC=CC(=N2)C2CCNCC2)C=C1)F